NC1=CC(=C(OC2=CC=NC3=CC(=C(C=C23)C(=O)N)OC)C=C1)F 4-(4-amino-2-fluorophenoxy)-7-methoxyquinolin-6-carboxamide